NCCC([Si](OCC)(C)C)CCCN (β-aminoethyl)γ-aminopropyl-trimethyl-(ethoxy)silane